bis(4-(methyl)-2-(diphenylphosphino)phenyl)methane CC1=CC(=C(C=C1)CC1=C(C=C(C=C1)C)P(C1=CC=CC=C1)C1=CC=CC=C1)P(C1=CC=CC=C1)C1=CC=CC=C1